OCCNC(C)=O N-(2-hydroxyethyl)-acetamide